4-methoxy-6-(1-(1-(1-(vinylsulfonyl)azetidine-3-carbonyl)piperidin-4-yl)-1H-pyrazol-4-yl)pyrazolo[1,5-a]pyridine-3-carbonitrile COC=1C=2N(C=C(C1)C=1C=NN(C1)C1CCN(CC1)C(=O)C1CN(C1)S(=O)(=O)C=C)N=CC2C#N